N,N-diethyl-m-aminophenol C(C)N(C=1C=C(C=CC1)O)CC